FC(CN1N=CC(=C1)C=1C(=NC(=NC1)O)O)(F)F 5-(1-(2,2,2-trifluoroethyl)-1H-pyrazol-4-yl)pyrimidine-2,4-diol